FC=1C=C(C2=C(C(=C(O2)[C@H](C(F)(F)F)NC(=O)NC=2C=NC(=NC2)N2CC(C2)O)C)C1)F |r| Rac-1-(1-(5,7-difluoro-3-methylbenzofuran-2-yl)-2,2,2-trifluoroethyl)-3-(2-(3-hydroxyazetidin-1-yl)pyrimidin-5-yl)urea